ClC1=C(C=C(C=C1)C1=CN(C2=NC(=CC=C21)C(=O)N2C(CNCC2)(C)C)CC2=CC=NC=C2)F 4-(3-(4-chloro-3-fluorophenyl)-1-(pyridin-4-ylmethyl)-1H-pyrrolo[2,3-b]pyridine-6-carbonyl)-3,3-dimethylpiperazin